O=C(C(C)NC(CCCC=1SC=CC1)=O)N1CCCC1 N-(1-oxo-1-(pyrrolidin-1-yl)propan-2-yl)-4-(thiophen-2-yl)butanamide